C(N)(=O)C1=C(N=CC(=N1)C(=O)O)NC1=CC=C(C=C1)C(F)(F)F 6-carbamoyl-5-[4-[-]-(trifluoromethyl)anilino]Pyrazine-2-carboxylic acid